monogalloyl-glucose (E)-ethyl-3-(5-(4-((E)-(4-(dimethylamino)phenyl)diazenyl)phenylsulfonamido)benzo[b]thiophen-2-yl)acrylate C(C)/C(/C(=O)O)=C\C1=CC2=C(S1)C=CC(=C2)NS(=O)(=O)C2=CC=C(C=C2)\N=N\C2=CC=C(C=C2)N(C)C.C(C2=CC(O)=C(O)C(O)=C2)(=O)C(=O)[C@H](O)[C@@H](O)[C@H](O)[C@H](O)CO